tert-butyl 7-(2-amino-6-fluorophenyl)-1,7-diazaspiro[3.5]nonane-1-carboxylate NC1=C(C(=CC=C1)F)N1CCC2(CCN2C(=O)OC(C)(C)C)CC1